7-((4-bromobenzyl)oxy)-4-chloro-2H-1-benzopyran-2-one BrC1=CC=C(COC2=CC3=C(C(=CC(O3)=O)Cl)C=C2)C=C1